FC(C(=O)[O-])(CC)C1=NC(=NC=C1)SC.[Li+] Lithium 2-fluoro-2-(2-(methylthio)pyrimidin-4-yl)butanoate